O[C@@H]([C@H](COC(\C=C/C(=O)O)=O)NC(CCCCCCC\C=C/CCCCCCCC)=O)[C@@H](CCCCCCCCCCCCCC)O (Z)-4-(((2S,3S,4R)-3,4-dihydroxy-2-oleamidooctadecyl)oxy)-4-oxobut-2-enoic acid